F[C@@]1(C=2C=CC=NC2[C@@]2(CC1)OC2)C(=O)NCC2=C(C(=C(C=C2)F)F)F (2R,5'S)-5'-fluoro-N-(2,3,4-trifluorobenzyl)-6',7'-dihydro-5'H-spiro[oxirane-2,8'-quinoline]-5'-carboxamide